BrC1=CC=C(C=C1)N=NC1=CC=C(C=C1)C1=CC=CC2=CC3=CC=CC=C3C=C12 4-bromo-4'-anthrylazobenzene